(2-amino-3-bromo-6-chlorophenyl)(2-fluorophenyl)methanol NC1=C(C(=CC=C1Br)Cl)C(O)C1=C(C=CC=C1)F